N[C@H](C(=O)O)C(C)C1=NOC=N1 (S)-2-amino-3-(1,2,4-oxadiazol-3-yl)butanoic acid